Bis(5-aminobenzo[b]furan-2-yl)methanone NC1=CC2=C(OC(=C2)C(=O)C2=CC3=C(O2)C=CC(=C3)N)C=C1